7-(2-methyl-6-(4H-1,2,4-triazol-3-yl)pyridin-3-yl)-1-(2-(tetrahydro-2H-pyran-4-yl)ethyl)-3,4-dihydropyrazino[2,3-b]pyrazin-2(1H)-one CC1=NC(=CC=C1C1=CN=C2C(=N1)N(C(CN2)=O)CCC2CCOCC2)C2=NN=CN2